(R)-tert-butyl (1-(6-azaspiro[2.5]octan-6-yl)propan-2-yl)carbamate C1CC12CCN(CC2)C[C@@H](C)NC(OC(C)(C)C)=O